ClC1=CC=C2C(=CNC2=C1C1=NC=CC=N1)S(=O)(=O)NC1=NC(=C(C(=N1)OC)CC(F)F)OC 6-chloro-N-[5-(2,2-difluoroethyl)-4,6-dimethoxy-pyrimidin-2-yl]-7-(2-pyrimidinyl)-1H-indole-3-sulfonic acid amide